C1(CC1)C1=CC=C(C=C1)C1CC(=NN1C(CC)=O)C1=C(C2=C(NC1=O)SC=C2)C 5-(5-(4-cyclopropylphenyl)-1-propionyl-4,5-dihydro-1H-pyrazol-3-yl)-4-methylthieno[2,3-b]pyridin-6(7H)-one